(6R,8S)-N-(5-chloro-6-(2H-1,2,3-triazol-2-yl)pyridin-3-yl)-2-fluoro-8-(1-isopropyl-1H-pyrazol-4-yl)-8-methyl-7,8-dihydro-6H-cyclopenta[e]pyrazolo[1,5-a]pyrimidine-6-carboxamide ClC=1C=C(C=NC1N1N=CC=N1)NC(=O)[C@@H]1C[C@@](C2=C1C=NC=1N2N=C(C1)F)(C)C=1C=NN(C1)C(C)C